O[C@@H]1CN(CC[C@H]1[C@@H]1N2C(C3=CC=CC=C13)=CN=C2)S(=O)(=O)NC (3S,4S)-3-Hydroxy-4-((S)-5H-imidazo[5,1-a]isoindol-5-yl)-N-methylpiperidin-1-sulfonamid